C(C)OC(=O)C1=NC(=C(N=C1N1CCN(CC1)C1=C(C=CC=C1)N)C)C1=C(C(=CC=C1)Cl)Cl 3-(4-(2-aminophenyl)piperazin-1-yl)-6-(2,3-dichlorophenyl)-5-methylpyrazine-2-carboxylic acid ethyl ester